FC(OC1=NC2=CC(=CC(=C2N=C1)C=1SC2=C(N1)C(=CC(=C2)OCCNS(=O)(=O)C2=CC=CC=C2)C)C)F N-(2-(2-(2-(difluoromethoxy)-7-methylquinoxalin-5-yl)-4-methylbenzo[d]thiazol-6-yloxy)ethyl)benzenesulfonamide